C(C1=CC=CC=C1)OC(=O)N1C(C2(C[C@H]1C)NC(COC2)=O)CC=2C(=C(C=CC2)C2=C(C=CC=C2)C#CCCC(=O)OC)F (3R)-1-{[2-fluoro-2'-(5-methoxy-5-oxopent-1-yn-1-yl)-[1,1'-biphenyl]-3-yl]methyl}-3-methyl-7-oxo-9-oxa-2,6-diazaspiro[4.5]decane-2-carboxylic acid benzyl ester